N,N'-bis[3-(3,5-ditert.-butyl-4-hydroxyphenyl)propionyl]hydrazine C(C)(C)(C)C=1C=C(C=C(C1O)C(C)(C)C)CCC(=O)NNC(CCC1=CC(=C(C(=C1)C(C)(C)C)O)C(C)(C)C)=O